ClC1=CC(=C(C=C1)O)C=NC1=CC=C(C=C1)Cl 4-chloro-2-((4-chlorophenylimino)methyl)phenol